4-[3-[2,6-Dichloro-4-[(2R)-4-(2-methoxyethyl)-2-methylpiperazin-1-yl]benzoyl]-2,4-dihydro-1,3-benzoxazin-8-yl]-5-fluoro-2-(3-oxa-8-azabicyclo[3.2.1]octan-8-yl)benzoic acid ClC1=C(C(=O)N2COC3=C(C2)C=CC=C3C3=CC(=C(C(=O)O)C=C3F)N3C2COCC3CC2)C(=CC(=C1)N1[C@@H](CN(CC1)CCOC)C)Cl